NC1=C2C(=NC=N1)NN=C2C2=CC=C(C=C2)CNC(C2=C(C=CC=C2)OC)=O N-[[4-(4-amino-1H-pyrazolo[3,4-d]pyrimidin-3-yl)phenyl]methyl]-2-methoxybenzamide